ClC=1C=C(C(=O)NC2=C(C=CC=C2)C=2OC3=C(C2)C=CC(=C3)CN3CCN(CC3)C(=O)OC(C)(C)C)C=CC1 tert-Butyl 4-((2-(2-(3-chlorobenzamido)phenyl)benzofuran-6-yl)methyl)piperazine-1-carboxylate